C(C1=CC=CC=C1)OC(=O)N[C@@H](CC(=O)OC(C)(C)C)CO[Si](C1=CC=CC=C1)(C1=CC=CC=C1)C(C)(C)C tert-butyl (3S)-3-[[(benzyloxy)carbonyl]amino]-4-[(tert-butyldiphenylsilyl) oxy]butanoate